C(C1=CC=CC=C1)OC=1C=C2CCNC(C2=CC1OC)/C=C/C1=CN(C2=NC=C(C=C21)OCC(C(F)(F)F)O)C 3-[(3-{(E)-2-[6-(benzyloxy)-7-methoxy-1,2,3,4-tetrahydroisoquinolin-1-yl]ethenyl}-1-methyl-1H-pyrrolo[2,3-b]pyridin-5-yl)oxy]-1,1,1-trifluoropropan-2-ol